7,8-difluoro-3-(methoxymethoxy)naphthalen-1-ol FC1=CC=C2C=C(C=C(C2=C1F)O)OCOC